6,6-dimethyl-4,5,6,7-tetrahydrobenzo[d]isoxazole-3-carboxylic acid CC1(CC2=C(C(=NO2)C(=O)O)CC1)C